5-(benzo[d]thiazol-6-yl)-N-(4-(N,N-dimethylsulfamoyl)phenyl)-1-(6-methylpyridin-2-yl)-1H-pyrazole-3-carboxyamide S1C=NC2=C1C=C(C=C2)C2=CC(=NN2C2=NC(=CC=C2)C)CC(=O)NC2=CC=C(C=C2)S(N(C)C)(=O)=O